C(CCCCCC)C(CCC(=O)OCC(COC(CCC(CCCCCCC)CCCCCCC)=O)CC(=O)OC(C)(C)C)CCCCCCC 2-(2-(tert-Butoxy)-2-oxoethyl)propane-1,3-diyl bis(4-heptylundecanoate)